N1(C=CN=CC=C1)C=1C=CC=C2C(=CN=CC12)N1C(NC(CC1)=O)=O 1-[8-(1,4-diazepin-1-yl)-4-isoquinolinyl]Hexahydropyrimidine-2,4-dione